5-(2-(1-(3,4-difluorophenyl)-6-oxopiperidin-2-yl)-7-(3,5-dimethylisoxazol-4-yl)imidazo[1,2-a]pyridin-3-yl)-N-methyl-3,6-dihydropyridine-1(2H)-carboxamide FC=1C=C(C=CC1F)N1C(CCCC1=O)C=1N=C2N(C=CC(=C2)C=2C(=NOC2C)C)C1C1=CCCN(C1)C(=O)NC